CN1C2=NC(=NC(=C2N=C1C1=CC=NC=C1)N1CCOCC1)N1N=NC2=C1C=CC(=C2)C 4-(9-methyl-2-(5-methyl-1H-benzo[d][1,2,3]triazol-1-yl)-8-(pyridin-4-yl)-9H-purin-6-yl)morpholine